C(=O)(OCC1C2=CC=CC=C2C2=CC=CC=C12)N[C@@H](CC1=CC(=C(C=C1)F)F)C(=O)O fmoc-3,4-difluoro-L-phenylalanine